C(CCCCCCC)(=O)OCCCCCCCCCCCCCCCCCCCCC heneicosyl octanoate